ClC=1C=CC2=C(CC(CC=3N2C(=NN3)[C@@H]3CC[C@H](CC3)OC3=NC=CC=C3)OCCOC)C1 8-Chloro-5-(2-methoxyethoxy)-1-[trans-4-(pyridin-2-yloxy)cyclohexyl]-5,6-dihydro-4H-[1,2,4]triazolo[4,3-a][1]benzazepin